(Z)-N'-hydroxy-3-methyloxetane-3-carboximidamide O\N=C(/N)\C1(COC1)C